benzyl (2R)-2-methyl-4-oxo-pyrrolidine-1-carboxylate C[C@H]1N(CC(C1)=O)C(=O)OCC1=CC=CC=C1